methyl 1-((1r,4r)-4-hydroxycyclohexyl)-2-oxo-1,2-dihydropyridine-3-carboxylate OC1CCC(CC1)N1C(C(=CC=C1)C(=O)OC)=O